C(=O)(O)NCCC(=O)O 3-(carboxylamino)propionic acid